N[C@@H]1C2=CC=CC=C2CC12CCN(CC2)C=2N(C(C(=CN2)C#CCC=2C=CC1=CC(N=C1C2)=O)=O)C (S)-6-(3-(2-(1-amino-1,3-dihydro-spiro[inden-2,4'-piperidin]-1'-yl)-1-methyl-6-oxo-1,6-dihydropyrimidin-5-yl)prop-2-yn-1-yl)indol-2-one